BrC1=CC(=C(C=C1Cl)NC(=O)N1CCN(CC1)C)C N-(4-Bromo-5-chloro-2-methylphenyl)-4-methylpiperazine-1-carboxamide